COC1=CC=C(C2=C1C=NO2)C=2C=NN(C2)C 4-methoxy-7-(1-methyl-1H-pyrazol-4-yl)benzo[d]isoxazol